NC1CCC(CC1)N[C@H]1[C@@H](C1)C=1C=CC(=NC1)NC1=C(C#N)C=CC=C1 ((5-((trans)-2-((4-aminocyclohexyl)amino)cyclopropyl)pyridin-2-yl)amino)benzonitrile